N-(6-(2-(aminomethyl)pyrimidin-5-yl)-2-methoxypyridin-3-yl)-4-(4-fluorophenyl)-1-methyl-1H-1,2,3-triazole-5-carboxamide hydrochloride Cl.NCC1=NC=C(C=N1)C1=CC=C(C(=N1)OC)NC(=O)C1=C(N=NN1C)C1=CC=C(C=C1)F